C=1SC=C2C1C=CC=C2 benzo[2,3-c]thiophene